[4-(trifluoromethyl)phenoxy]Benzothiophene-2-carboxylic acid FC(C1=CC=C(OC2=C(SC3=C2C=CC=C3)C(=O)O)C=C1)(F)F